[H-].[H-].[Zr+2] Zirconium Dihydride